4-(3,6-difluoro-2-methylphenyl)-1-methylpyrrole-3-carboxamide FC=1C(=C(C(=CC1)F)C=1C(=CN(C1)C)C(=O)N)C